butylidene dibromide C(CCC)(Br)Br